BrC=1C=CC=2N(C1)C(=CN2)C(CN2CCOCC2)O 1-(6-bromoimidazo[1,2-a]pyridin-3-yl)-2-morpholinoethane-1-ol